C(C)(=O)N1[C@H]([C@H](CCC1)NS(=O)(=O)C)CO[C@@H]1CC[C@@H](CC1)C1=C(C=CC=C1)C(F)F N-((2R,3S)-1-acetyl-2-(((cis-4-(2-(difluoromethyl)phenyl)cyclohexyl)-oxy)methyl)piperidin-3-yl)methanesulfonamide